C12C(CC(C(C1)C=O)C2)C=O 2,5-norbornane-dicarboxaldehyde